C(C)(C)(C)N(C(=O)O[C@H]1CN(CC[C@@H]1N)C1=CN=C2C(=N1)NC=C2I)C2(CCC2)C2=NC=C(C=N2)Br |r| rac-(3S,4S)-4-amino-1-{7-iodo-5H-pyrrolo[2,3-b]pyrazin-3-yl}piperidin-3-ol tert-Butyl-N-[1-(5-bromopyrimidin-2-yl)cyclobutyl]carbamate